FC1=C(C=CC(=C1)C)C1=CC2=C(C(=CO2)CNC2CNCC2)C=C1C1=CC=C(C#N)C=C1 4-(6-(2-fluoro-4-methylphenyl)-3-((pyrrolidin-3-ylamino)methyl)benzofuran-5-yl)benzonitrile